[PH2](O)=O racemic-phosphinic acid